1,3-diaminoguanidine NNC(=N)NN